3,5-diamino-4-chlorotrifluorotoluene NC=1C=C(C(F)(F)F)C=C(C1Cl)N